FC(OC1=C(C=CC=C1)C(=O)N1CC2(C1)C=C(C(C(C2)(C)C)=O)C#N)F 2-[2-(difluoromethoxy)benzene-1-carbonyl]-8,8-dimethyl-7-oxo-2-azaspiro[3.5]non-5-ene-6-carbonitrile